azabicyclo[5.1.0]octane-5-carbonitrile N12CCCC(CC2C1)C#N